C[C@H]1CN(C[C@H](O1)C)C=1C=CC=2N(N1)C(=CN2)C2=CC=1N(C=C2)C=C(N1)C (2S,6R)-2,6-dimethyl-4-(3-(2-methylimidazo[1,2-a]pyridin-7-yl)imidazo[1,2-b]pyridazin-6-yl)morpholine